COC(C(C)CC1=C(C=C(C=C1F)C=1N=C(SC1)OCC1CC1)F)=O {1-[4-(2-Cyclopropylmethoxy-thiazol-4-yl)-2,6-difluoro-phenyl]-methyl}-propionic acid methyl ester